Cl[Si]1(C[SiH](CCC1)CCCC)Cl 1,1-dichloro-3-butyl-1,3-disilacyclohexane